3-(4-aminophenyl)-3-methylpiperidin-2,6-dione NC1=CC=C(C=C1)C1(C(NC(CC1)=O)=O)C